(S)-N-(1-(4-(1-(1-cyanoethyl)-6-oxo-1,6-dihydropyrimidin-5-yl)phenyl)cyclopropyl)-1-i-propyl-1H-pyrazolo[3,4-d]pyrimidine-6-carboxamide C(#N)[C@H](C)N1C=NC=C(C1=O)C1=CC=C(C=C1)C1(CC1)NC(=O)C1=NC=C2C(=N1)N(N=C2)C(C)C